C(CCCCC)C(COC(=O)N[C@@H](CCCCN)C(=O)O)CCCCCCCC 2-hexyldecyloxycarbonyl-L-lysine